N6-(2-hydroxyethyl)-2'-deoxyadenosine OCCNC=1C=2N=CN([C@H]3C[C@H](O)[C@@H](CO)O3)C2N=CN1